C1(CC1)CN1C(=C(C2=CC(=CC(=C12)C=1C(=NC(=CC1)C)CC)C(=O)N1CC=2N(N=CC2C1)C)F)[C@@H]1CN(CCC1)C(=O)OC(C)(C)C tert-butyl (3S)-3-[1-(cyclopropylmethyl)-7-(2-ethyl-6-methyl-3-pyridyl)-3-fluoro-5-(1-methyl-4,6-dihydropyrrolo[3,4-c]pyrazole-5-carbonyl)indol-2-yl]piperidine-1-carboxylate